ClC1=C(OC=2C=C3C4(CNC3=CC2)CC(C4)(F)F)C(=CC(=C1)[N+](=O)[O-])Cl 5'-(2,6-dichloro-4-nitrophenoxy)-3,3-difluoro-1'h-spiro[cyclobutane-1,3'-indole]